CC1=C(C=CC(=C1)C)C[C@H]1NC(=NOC1)C=1C=C(N=NC1OC1=CC(=CC=C1)C(F)(F)F)C(C)=O |r| 1-[5-[rac-5-[(2,4-dimethylphenyl)methyl]-5,6-dihydro-4H-1,2,4-oxadiazin-3-yl]-6-[3-(trifluoromethyl)phenoxy]pyridazin-3-yl]ethanone